aminoindolecarboxamide NC1=C(NC2=CC=CC=C12)C(=O)N